BrC=1C(=C(C=CC1)\C(\C)=N\S(=O)C(C)(C)C)OC (E)-N-(1-(3-bromo-2-methoxyphenyl)ethylidene)-2-methylpropane-2-sulfinamide